N2,N6-dimethyl-2,6-pyridinediamine CNC1=NC(=CC=C1)NC